ClC=1C(=NC=NC1NC1CC1)OC1=C(C=C(C=C1)C1=NN(C(=C1C(=O)N)C(F)(F)F)C1=NC=CC=C1Cl)F [4-[5-chloro-6-(cyclopropylamino)pyrimidin-4-yl]oxy-3-fluoro-phenyl]-1-(3-chloro-2-pyridinyl)-5-(trifluoromethyl)pyrazole-4-carboxamide